C(CCCCCCCCC\C=C/CCCC)O Z-11-Hexadecenol